C(C)(C)(C)OC(=O)N1CC(C(CC1)CC(=O)O)(F)F 2-{1-[(tert-butoxy)carbonyl]-3,3-difluoropiperidin-4-yl}acetic acid